ClC=1C=CC=2N(C1[C@@H](C#C)O)C=NC2 (R)-1-(6-chloroimidazo[1,5-a]pyridin-5-yl)prop-2-yn-1-ol